(2S)-2-[9H-fluoren-9-ylmethoxycarbonyl(methyl)amino]-3-[6-(trifluoromethyl)pyridin-3-yl]propanoic acid C1=CC=CC=2C3=CC=CC=C3C(C12)COC(=O)N([C@H](C(=O)O)CC=1C=NC(=CC1)C(F)(F)F)C